1-(7-ethoxy-4-(1-isopropyl-3-phenyl-1H-pyrazol-4-yl)quinazolin-6-yl)ethan-1-ol C(C)OC1=C(C=C2C(=NC=NC2=C1)C=1C(=NN(C1)C(C)C)C1=CC=CC=C1)C(C)O